(1-oxo-2-propenyl) chloride O=C(C=C)Cl